C(C)OCC1=NC=2C(=C3C(=NC2)C=CS3)N1CCCCNC(OC(C)(C)C)=O tert-butyl (4-(2-(ethoxymethyl)-1H-imidazo[4,5-d]thieno[3,2-b]pyridin-1-yl)butyl)carbamate